5-(3,3-difluoropiperidin-4-yl)pyrrolo[2,1-f][1,2,4]triazin-4-amine FC1(CNCCC1C=1C=CN2N=CN=C(C21)N)F